C(C)C1=CC=C(C(=N1)C)C=1C=C(C=C2C=C(N(C12)CC(C)C)C1=CCCN(C1)C(=O)OC(C)(C)C)C(=O)N1CCN(CC1)C1=NC=C(C=C1OC)F tert-butyl 5-[7-(6-ethyl-2-methyl-3-pyridyl)-5-[4-(5-fluoro-3-methoxy-2-pyridyl)piperazine-1-carbonyl]-1-isobutyl-indol-2-yl]-3,6-dihydro-2H-pyridine-1-carboxylate